3-(1-hydroxy-3-phenylpropyl)quinoxaline OC(CCC1=CC=CC=C1)C=1C=NC2=CC=CC=C2N1